undecane-4,5-diol CCCC(C(CCCCCC)O)O